(E)-N'-(cyclohexylmethylene)-6-(4-methoxyphenyl)pyrazine-2-carbohydrazide C1(CCCCC1)\C=N\NC(=O)C1=NC(=CN=C1)C1=CC=C(C=C1)OC